(E)-7-(3-(3,4-dimethoxybenzylidene)-2,5-dioxopyrrolidinyl)-N-hydroxyheptylamide COC=1C=C(\C=C/2\C(N(C(C2)=O)C(CCCCCC[NH-])O)=O)C=CC1OC